1-(4-((4-((3S,4S)-4-(3,4-dihydroisoquinolin-2(1H)-yl)-3-hydroxypiperidine-1-carbonyl)-3-fluoropyridin-2-yl)amino)piperidin-1-yl)ethan-1-one C1N(CCC2=CC=CC=C12)[C@@H]1[C@H](CN(CC1)C(=O)C1=C(C(=NC=C1)NC1CCN(CC1)C(C)=O)F)O